3-(1-(3-fluorophenyl)cyclopropyl)-5-(1-methyl-5-(trifluoromethyl)-1H-pyrazol-3-yl)-1,2,4-oxadiazole FC=1C=C(C=CC1)C1(CC1)C1=NOC(=N1)C1=NN(C(=C1)C(F)(F)F)C